{2-(1-fluoro-cyclopropyl)-4-[4-(2-methoxy-phenyl)-piperidin-1-yl]-quinazolin-6-yl}-methyl-(2-morpholin-4-yl-ethyl)-amine FC1(CC1)C1=NC2=CC=C(C=C2C(=N1)N1CCC(CC1)C1=C(C=CC=C1)OC)N(CCN1CCOCC1)C